FC(OC1=C(C(=O)NCC2=NNC(=N2)C2=C(C=CC=C2)O)C=CC=C1)F 2-(difluoromethoxy)-N-((5-(2-hydroxyphenyl)-1H-1,2,4-triazol-3-yl)methyl)benzamide